C(C)C1=C(NC=C1)CC.[Al] aluminum diethyl-pyrrole